F[C@@H]1CN(CC1)C1=CC(=C(N=N1)C(=O)O)OC (S)-6-(3-fluoropyrrolidin-1-yl)-4-methoxypyridazine-3-carboxylic acid